5-(5-(1-acetylpiperidin-4-yl)-3-isopropyl-1H-indol-2-yl)-3-chloro-1,4-dimethylpyridin-2(1H)-one C(C)(=O)N1CCC(CC1)C=1C=C2C(=C(NC2=CC1)C=1C(=C(C(N(C1)C)=O)Cl)C)C(C)C